NC=1SC(=CN1)C1=CC=C2C(NC(=NC2=C1)C)=O 7-(2-aminothiazol-5-yl)-2-methylquinazolin-4(3H)-one